OC1=C(C(/C=C/C2=CC=C(C=C2)OCC=C)=O)C=CC=C1 2'-Hydroxy-4-allyloxychalcone